2-ethylhexyl 2-hydroxycyclohexane-carboxylate OC1C(CCCC1)C(=O)OCC(CCCC)CC